2-(4-chloro-1H-pyrazol-1-yl)propan-1-ol ClC=1C=NN(C1)C(CO)C